C(C)(=O)N(C1=C(C=C(C=C1)C1=CC=C(C=N1)C(=O)NCC=1C=NC=CC1)C)CC(C)C 6-[4-[Acetyl-(isobutyl)amino]-3-methyl-phenyl]-N-(3-pyridylmethyl)pyridine-3-carboxamide